N-ethyl-methylsulfonamide C(C)NS(=O)(=O)C